O=C1NC(CCC1NC=1C=C(C=CC1)N1CCC(CC1)(O)CC(=O)OC(C)(C)C)=O tert-butyl 2-[1-[3-[(2,6-dioxo-3-piperidyl)amino]phenyl]-4-hydroxy-4-piperidyl]acetate